tert-butyl (5R,7S)-2-acetamido-5,7-dimethyl-3-(thiazolo[4,5-c]pyridin-2-yl)-4,7-dihydrothieno[2,3-c]pyridine-6(5H)-carboxylate C(C)(=O)NC1=C(C2=C([C@@H](N([C@@H](C2)C)C(=O)OC(C)(C)C)C)S1)C=1SC2=C(C=NC=C2)N1